N-(2-chloro-3'-(7-cyano-5-((3-cyanoazetidin-1-yl)methyl)benzo[d]oxazol-2-yl)-2'-methyl-[1,1'-biphenyl]-3-yl)-1,5-dimethyl-4,5,6,7-tetrahydro-1H-imidazo[4,5-c]pyridine-2-carboxamide ClC1=C(C=CC=C1NC(=O)C=1N(C2=C(CN(CC2)C)N1)C)C1=C(C(=CC=C1)C=1OC2=C(N1)C=C(C=C2C#N)CN2CC(C2)C#N)C